3-methoxy-4-(methoxycarbonyl)phenylboronic acid COC=1C=C(C=CC1C(=O)OC)B(O)O